3-(5-(3,5-Difluorophenyl)-4,5-dihydro-1H-pyrazole-1-carbonyl)bicyclo[1.1.1]pentane-1-carboxylic acid methyl ester COC(=O)C12CC(C1)(C2)C(=O)N2N=CCC2C2=CC(=CC(=C2)F)F